1-((thioureidoimino)methyl)-4-(pyrrolidine-1-yl)benzene N(C(=S)N)N=CC1=CC=C(C=C1)N1CCCC1